FC(C1OCC2=CC=CC=C12)(F)F 1-trifluoromethyl-1,3-dihydroisobenzofuran